OC12OC3=C(C1(C(C1=CC=CC(=C12)[N+](=O)[O-])=O)O)C=CC(=C3)[C@H]3[C@@H](C3)C racemic-4b,9b-Dihydroxy-7-((trans)-2-methylcyclopropyl)-4-nitro-4b,9b-dihydro-10H-indeno[1,2-b]benzofuran-10-one